(3-oxa-6-azabicyclo[3.1.1]heptan-6-yl)pyrazolo[1,5-a]pyrimidine-3-carboxylic acid ethyl ester C(C)OC(=O)C=1C(=NN2C1N=CC=C2)N2C1COCC2C1